OC1(COC1)C=1C=CC(=C(C1)C=1C2=C(C(N(C1)C)=O)NC=C2)OC2=CC=C(C=C2)OCC2CCNCC2 4-[5-(3-hydroxyoxetan-3-yl)-2-[4-(4-piperidylmethoxy)phenoxy]phenyl]-6-methyl-1H-pyrrolo[2,3-c]pyridin-7-one